BrC1=CC=C(C=C1)N1N=C(C(=C1)[C@@H]1OC(=CN1CCC1=CC2=C(NC(N2)=O)C=C1)C)C1=NC=C(C=C1)F (2S,5R)-2-(1-(4-bromophenyl)-3-(5-fluoropyridin-2-yl)-1H-pyrazol-4-yl)-5-methyl-3-(2-(2-oxo-2,3-dihydro-1H-benzo[d]imidazol-5-yl)ethyl)oxazole